(2R,5S)-tert-butyl-4-(7-bromo-2,6-dichloro-8-fluoroquinazolin-4-yl)-2,5-dimethylpiperazine-1-carboxylate C(C)(C)(C)OC(=O)N1[C@@H](CN([C@H](C1)C)C1=NC(=NC2=C(C(=C(C=C12)Cl)Br)F)Cl)C